Ethyl (2-heptylquinolin-4-yl) carbonate C(OCC)(OC1=CC(=NC2=CC=CC=C12)CCCCCCC)=O